trimethyl-(prop-2-ynyl)ammonium C[N+](CC#C)(C)C